C(C)(C)(C)OOC1(CC(CC(C1)C)(C)C)OOC(C)(C)C 1,1-bis(tert-butylperoxy)-3,3,5-trimethylcyclohexane